(2-methyl-4-(trifluoromethyl)phenyl)piperidine-1-carboxylic acid tert-butyl ester C(C)(C)(C)OC(=O)N1C(CCCC1)C1=C(C=C(C=C1)C(F)(F)F)C